2-[4-[(2-hydroxy-3-dodecyloxypropyl)oxy]-2-hydroxyphenyl]-4,6-bis-(2,4-dimethylphenyl)-1,3,5-triazine OC(COC1=CC(=C(C=C1)C1=NC(=NC(=N1)C1=C(C=C(C=C1)C)C)C1=C(C=C(C=C1)C)C)O)COCCCCCCCCCCCC